6-(hydroxymethyl)tetrahydro-2H-pyran-2,5-diol OCC1C(CCC(O1)O)O